(S)-4-((1-(4-chloro-8-(2,6-dimethylpyridin-3-yl)-1-oxo-2-phenyl-1,2-dihydroisoquinolin-3-yl)ethyl)amino)pyrido[2,3-d]pyrimidin-5(8H)-one ClC1=C(N(C(C2=C(C=CC=C12)C=1C(=NC(=CC1)C)C)=O)C1=CC=CC=C1)[C@H](C)NC=1C2=C(N=CN1)NC=CC2=O